N2-(3,4-difluorophenethyl)-N4-(2-(4-methylpiperazin-1-yl)ethyl)quinazoline-2,4-diamine FC=1C=C(CCNC2=NC3=CC=CC=C3C(=N2)NCCN2CCN(CC2)C)C=CC1F